4-Amino-6-((3-bromo-5-fluorophenyl)amino)-N-(2,3-dihydro-1H-inden-2-yl)picolinamide hydrochloride Cl.NC1=CC(=NC(=C1)NC1=CC(=CC(=C1)F)Br)C(=O)NC1CC2=CC=CC=C2C1